ClC1=CC=CC=2N=C(OC(C21)=O)S 5-chloro-2-mercapto-4H-benzo[d][1,3]oxazin-4-one